FC=1C=C2C(=NC(=NC2=CC1)N1CCN(CC1)C)N1CC=2C=C(C=NC2CC1)NC=1N(N=CC1)C 6-[6-fluoro-2-(4-methylpiperazin-1-yl)quinazolin-4-yl]-N-(2-methylpyrazol-3-yl)-7,8-dihydro-5H-1,6-naphthyridin-3-amine